N2-PHENYL-PYRIDO[3,4-D]PYRIMIDINE-2,8-DIAMINE C1(=CC=CC=C1)NC=1N=CC2=C(N1)C(=NC=C2)N